C(CCCCC)NC(NCCCCCC)=S dihexylthiourea